BrC1=NN(C2=CN=CC=C21)C=2C=NN(C2)C2OCCCC2 3-bromo-1-(1-(tetrahydro-2H-pyran-2-yl)-1H-pyrazol-4-yl)-1H-pyrazolo[3,4-c]pyridine